BrC=1C=C(C=2N(C1)C(NC2C2=C(C=CC(=C2)F)Cl)=O)[N+](=O)[O-] 6-Bromo-1-(2-chloro-5-fluorophenyl)-8-nitroimidazo[1,5-a]pyridin-3(2H)-one